cyclohex-2-ene-1,4-dione C1(C=CC(CC1)=O)=O